NCC=1C(=NC=C(C1)F)OCCNC(OC(C)(C)C)=O tert-butyl (2-((3-(aminomethyl)-5-fluoropyridin-2-yl)oxy)ethyl)carbamate